FC1C(C1)C(=O)NC1=NC=C2C=C(C(=NC2=C1)C)C=1C=NC(=CC1C)C(CCC)O 2-fluoro-N-(3-(6-(1-hydroxybutyl)-4-methylpyridin-3-yl)-2-methyl-1,6-naphthyridin-7-yl)cyclopropane-1-carboxamide